5-chloro-6-[1-(tetrahydropyran-2-yl)pyrazol-4-yl]-3H-pyrimidin-4-one ClC=1C(NC=NC1C=1C=NN(C1)C1OCCCC1)=O